Ethyl (S)-3-(trans-4-(4-(4-fluoro-1-methyl-1H-indazol-3-yl)benzamido)cyclohexyl)butanoate FC1=C2C(=NN(C2=CC=C1)C)C1=CC=C(C(=O)N[C@@H]2CC[C@H](CC2)[C@H](CC(=O)OCC)C)C=C1